2,4-dihydro-1,2,4-triazol-3-one N=1NC(NC1)=O